tert-butyl 4-[4-[[8-bromo-6-(2,6-dichlorophenyl)-5-oxo-pyrido[4,3-d]pyrimidin-2-yl]amino]pyrazol-1-yl]piperidine-1-carboxylate BrC1=CN(C(C2=C1N=C(N=C2)NC=2C=NN(C2)C2CCN(CC2)C(=O)OC(C)(C)C)=O)C2=C(C=CC=C2Cl)Cl